6-chloro-1-(oxan-2-yl)-1H-4λ5-pyrazolo[3,4-b]Pyrazin-4-one ClC=1C=N(C2=C(N1)N(N=C2)C2OCCCC2)=O